4H-[1,4]oxazino[4,3-a]indole-10-carbonitrile C1OCCN2C1=C(C=1C=CC=CC21)C#N